4-hydroxy-6-(trifluoromethyl)pyrimidine-2-thiol OC1=NC(=NC(=C1)C(F)(F)F)S